(Z)-2-(5-(4-chlorobenzylidene)-2,4-dioxothiazolidin-3-yl)-N-(4-methyl-2-oxo-2H-chromen-7-yl)acetamide ClC1=CC=C(\C=C/2\C(N(C(S2)=O)CC(=O)NC2=CC=C3C(=CC(OC3=C2)=O)C)=O)C=C1